(S)-1-(5-bromothiazol-2-yl)pyrrolidin-3-ol BrC1=CN=C(S1)N1C[C@H](CC1)O